OC1=C(CNC2=CC=C(C=C2)S(=O)(=O)O)C=CC=C1 4-[(2-hydroxybenzyl)amino]-benzenesulfonic acid